(3S,4R)-4-((9-(1-methylpiperidin-4-yl)-6,7-dihydrothiazolo[5',4':4,5]oxepino[3,2-d]pyrimidin-2-yl)amino)tetrahydro-2H-pyran-3-ol CN1CCC(CC1)C=1SC2=C(CCOC3=C2N=C(N=C3)N[C@H]3[C@@H](COCC3)O)N1